(R)-1-(3-(3-(5-aminopyridazin-3-yl)-5-chlorophenyl)morpholino)prop-2-en-1-one NC=1C=C(N=NC1)C=1C=C(C=C(C1)Cl)[C@@H]1COCCN1C(C=C)=O